OC(CCCCCCCCCCCC(=O)O)CCCCCCCCCCC 13-Hydroxy-tetracosanoic acid